4-(4,8-dioxo-4,8-dihydrothieno[2',3':4,5]benzo[1,2-c][1,2,5]thiadiazole-6-carbonyl)piperazine-1-carboxylic acid tert-butyl ester C(C)(C)(C)OC(=O)N1CCN(CC1)C(=O)C1=CC2=C(C(C=3C(=NSN3)C2=O)=O)S1